C(CC)OC1C(CCCC1)OCCC 1,2-dipropoxycyclohexane